C(\C=C\C1=CC(OC)=C(O)C=C1)OC(C1=CC=CC=C1)=O.C(C1=CC=CC=C1)(=O)O benzoic acid coniferyl-benzoate